FC1(CC(N(C1)C(=O)C1=CC(=C2N1CCC1=CC(=C(C=C21)C=2N=NN(N2)C)OC)C2=CC=C(C=C2)F)(C=O)C)F 4,4-difluoro-1-[1-(4-fluorophenyl)-8-methoxy-9-(2-methyltetrazol-5-yl)-5,6-dihydropyrrolo[2,1-a]isoquinoline-3-carbonyl]-2-methyl-pyrrolidine-2-carbaldehyde